2-(2-(cyclohex-1-en-1-yl)ethyl)-1,4-dihydroisoquinolin-3(2H)-one C1(=CCCCC1)CCN1CC2=CC=CC=C2CC1=O